tert-butyl-4-(1-(6-bromopyridin-3-yl)-2,2,2-trifluoro-1-hydroxyethyl)piperidine C(C)(C)(C)N1CCC(CC1)C(C(F)(F)F)(O)C=1C=NC(=CC1)Br